methyl 4-(2-(2-(3-(3-bromophenyl)-3-oxopropyl)-5-oxopyrazol-1-yl) ethyl)-2,6-difluorobenzoate BrC=1C=C(C=CC1)C(CCN1N(C(C=C1)=O)CCC1=CC(=C(C(=O)OC)C(=C1)F)F)=O